BrC=1C=C(C=NC1)C=1C=NC=CC1 5-bromo-3,3'-bipyridine